N1N=CC(=C1)C1=CC=C(C=C1)NC=1C2=C(N=C(N1)C=1C=C3CN(CC3=CC1)C(=O)NC(C)C)C=CO2 5-(4-((4-(1H-pyrazol-4-yl)phenyl)amino)furo[3,2-d]pyrimidin-2-yl)-N-isopropylisoindoline-2-carboxamide